C(=C)(C)C=1C=C(C(C)(C)N=C=O)C=CC1 m-isopropenyl-α,α-dimethylbenzyl isocyanate